O([C@H]1[C@H](O)[C@@H](O)[C@@H](O)[C@H](O1)CO)[C@H]1[C@H](O)[C@@H](O)[C@H](O)[C@H](O1)CO beta-D-glucopyranosyl-(1-4) beta-D-galactopyranoside